ClC1=C(C(=CC=C1)C1=NC2=C(N1)C=C(C(=C2)OC)F)C=2C(=CC(=CC2)C(N[C@@H](CCC)C2=CC=C(C=C2)Cl)=O)C(=O)O (S)-2'-chloro-4-{[1-(4-chlorophenyl)butyl]carbamoyl}-6'-(6-fluoro-5-methoxy-1H-1,3-benzodiazol-2-yl)-[1,1'-biphenyl]-2-carboxylic acid